6-fluoro-7-(2-fluoro-6-hydroxyphenyl)-1-(2-isopropylphenyl)-4-((((2,3,4,5-tetrafluoro-6-(fluoromethoxy)phenyl)sulfonyl)methyl)amino)pyrido[2,3-d]pyrimidin-2(1H)-one FC1=CC2=C(N(C(N=C2NCS(=O)(=O)C2=C(C(=C(C(=C2OCF)F)F)F)F)=O)C2=C(C=CC=C2)C(C)C)N=C1C1=C(C=CC=C1O)F